5-bromo-4-fluoro-1-methyl-6-nitro-1H-indazole BrC=1C(=C2C=NN(C2=CC1[N+](=O)[O-])C)F